(R)-N-((3-(4-(4-ethoxy-2-(trifluoromethyl)benzoyl)-2-ethylpiperazin-1-yl)-6-(2-ethoxyphenyl)pyridin-2-yl)methyl)-4-nitro-N-(2-((2-nitrophenyl)sulfonamido)ethyl)-benzenesulfonamide C(C)OC1=CC(=C(C(=O)N2C[C@H](N(CC2)C=2C(=NC(=CC2)C2=C(C=CC=C2)OCC)CN(S(=O)(=O)C2=CC=C(C=C2)[N+](=O)[O-])CCNS(=O)(=O)C2=C(C=CC=C2)[N+](=O)[O-])CC)C=C1)C(F)(F)F